2-((benzyloxy)methyl)-3,4,5,6-tetrafluoro-N-(3-fluoro-4-methoxyphenyl)-N-(4-methoxybenzyl)benzenesulfonamide C(C1=CC=CC=C1)OCC1=C(C(=C(C(=C1F)F)F)F)S(=O)(=O)N(CC1=CC=C(C=C1)OC)C1=CC(=C(C=C1)OC)F